COCC=1N(C(=CC1C(=O)O)C(C(N[C@H](C(F)(F)F)C)=O)=O)C (S)-2-(methoxymethyl)-1-methyl-5-(2-oxo-2-((1,1,1-trifluoroprop-2-yl)amino)acetyl)-1H-pyrrole-3-carboxylic acid